mono-tert-butyl-9-octadecenoic acid C(C)(C)(C)C(C(=O)O)CCCCCCC=CCCCCCCCC